O[C@@H](C(=O)OC(C)(C)C)[C@H](\C=C\C1=CC=CC=C1)O tert-butyl (2R,3S,E)-2,3-dihydroxy-5-phenylpent-4-enoate